O=C1NC(CC[C@H]1N1C(C2=CC=C(C(=C2C1)F)C1C(CN(CC1)C1CC(C1)OC1CCN(CC1)C(=O)OC(C)(C)C)(C)C)=O)=O tert-butyl 4-[(1r,3r)-3-{4-[2-(2,6-dioxopiperidin-3-yl)-4-fluoro-1-oxo-3H-isoindol-5-yl]-3,3-dimethylpiperidin-1-yl}cyclobutoxy]piperidine-1-carboxylate